CN([C@H]1CCCC=2C=CC=NC12)C[C@@H]1N(CC2=CC=CC(=C2C1)N1CCN(CC1)S(=O)(=O)C)C(=O)OC(C)(C)C tert-butyl (R)-3-((methyl((S)-5,6,7,8-tetrahydroquinolin-8-yl)amino)methyl)-5-(4-(methylsulfonyl)piperazin-1-yl)-3,4-dihydroisoquinoline-2(1H)-carboxylate